[NH+]1(CCCCC1)[O-] piperidine 1-oxide